C1=CC=C2C(=C1)C(=O)NS2 1,2-benzisothiazoline-3-one